N[C@H](C1CCN(CC1)C(=O)C=1C=C(C(NC1)=O)C)C1=C(C=C(C(=C1)Cl)C)O 5-[4-[(R)-amino(5-chloro-2-hydroxy-4-methylphenyl)methyl]piperidine-1-carbonyl]-3-methyl-1H-pyridin-2-one